COCCCC1=CCCCC1 methoxypropyl-cyclohexene